(S)-3-(5-(4-((1-(4-((1R,2S)-6-Hydroxy-2-phenyl-1,2,3,4-tetrahydronaphthalen-1-yl)phenyl)piperidin-4-yl)methyl)piperazin-1-yl)-1-oxoisoindolin-2-yl)piperidine-2,6-dione OC=1C=C2CC[C@@H]([C@@H](C2=CC1)C1=CC=C(C=C1)N1CCC(CC1)CN1CCN(CC1)C=1C=C2CN(C(C2=CC1)=O)[C@@H]1C(NC(CC1)=O)=O)C1=CC=CC=C1